SCCCN 3-mercaptopropylamine